N-benzyl-1,4-dioxaspiro[4.5]decan-8-amine C(C1=CC=CC=C1)NC1CCC2(OCCO2)CC1